Cl.COC[C@H]1NCCC1 (S)-2-(methoxymethyl)pyrrolidine hydrochloride